1-(4-benzyl-3-oxo-3,4-dihydro-2H-benzo[b][1,4]thiazin-6-yl)-3-(2-oxo-1,2,3,4-tetrahydroquinolin-7-yl)urea C(C1=CC=CC=C1)N1C2=C(SCC1=O)C=CC(=C2)NC(=O)NC2=CC=C1CCC(NC1=C2)=O